CC1(NC(C=2N1N=C(C2)C2=CNC1=NC=CC=C12)=O)C 6,6-Dimethyl-2-(1H-pyrrolo[2,3-b]pyridin-3-yl)-5,6-dihydro-4H-imidazo[1,5-b]pyrazol-4-one